(-)-(2R)-2-amino-3-(2-aminoethylsulfonyl)propanoic acid dihydrochloride Cl.Cl.N[C@H](C(=O)O)CS(=O)(=O)CCN